N-(6-((5-bromo-2-((2-methoxy-5-(1-methyl-1H-pyrazol-4-yl)-4-(4-(piperazin-1-yl)piperidin-1-yl)phenyl)amino)pyrimidin-4-yl)amino)quinoxalin-5-yl)methanesulfonamide BrC=1C(=NC(=NC1)NC1=C(C=C(C(=C1)C=1C=NN(C1)C)N1CCC(CC1)N1CCNCC1)OC)NC=1C(=C2N=CC=NC2=CC1)NS(=O)(=O)C